dioctanyl peroxide C(CCCCCCC)OOCCCCCCCC